(E)-7-(2-Chlorophenyl)-2-((2,2-dimethoxyethyl)thio)quinoline ClC1=C(C=CC=C1)C1=CC=C2C=CC(=NC2=C1)SCC(OC)OC